furo[3,4-f][2]Benzofuran-1,3,5,7-tetraone C1(OC(C2=CC3=C(C(OC3=O)=O)C=C21)=O)=O